ClC=1C(=CC(=NC1)OC1=C(N=NN1)C(=O)O)C#CC 5-((5-chloro-4-(prop-1-ynyl)pyridin-2-yl)oxy)-1H-1,2,3-triazole-4-carboxylic acid